2-aminoethyl-3-aminopropyl-methyldimethoxysilane NCCCO[Si](OC)(C)CCCN